N[C@@H](CC1=CC=C(C(=O)N)C=C1)CNC(C[C@@H](C1(CC1)C(F)(F)F)C1=CC=CC=C1)=O 4-[(2S)-2-amino-3-[(3R)-3-phenyl-3-[1-(trifluoromethyl)cyclopropyl]propanamido]propyl]benzamide